6-(4-fluoroazepan-1-yl)pyridazin FC1CCN(CCC1)C1=CC=CN=N1